NC(CC1=CC=C(C=C1)C(C(=O)NC1=NC(=CN=C1)N1CC(CCC1)OC1=C(C=CC=C1)OCC)=C)=O 4-(2-amino-2-oxoethyl)phenyl-N-(6-(3-(2-ethoxyphenoxy)piperidin-1-yl)pyrazin-2-yl)propenamide